ClC=1C=NC(=NC1)CC=1N(N=C(C1)C(F)F)C1=CC(=C(C=C1)F)F 5-chloro-2-[[5-(difluoromethyl)-2-(3,4-difluorophenyl)pyrazol-3-yl]methyl]pyrimidine